C(C)N1C(=NN(C1=O)C=1C=C2C(=CN(C(C2=CC1F)=O)C1=CC=CC(=C1C)F)C(C)C)CO 6-(4-ethyl-3-(hydroxymethyl)-5-oxo-4,5-dihydro-1H-1,2,4-triazol-1-yl)-7-fluoro-2-(2-fluoro-6-tolyl)-4-isopropylisoquinolin-1(2H)-one